Trans-2-(2-((E)-2-benzylidene-4-phenylbutylamino)acetamido)cyclohexanecarboxamide C(/C1=CC=CC=C1)=C(\CNCC(=O)N[C@H]1[C@@H](CCCC1)C(=O)N)/CCC1=CC=CC=C1